C1(=CC=CC=C1)C1=C(PC=C1)C1=CC=CC=C1 diphenyl-phosphol